N1(CCCCC1)C1=CC=C(C=C1)/C=C/C(C)=O (E)-4-(4-(piperidin-1-yl)phenyl)but-3-en-2-one